rhodium bis[2,2'-bis(diphenylphosphinomethyl)-1,1'-biphenyl] bromide [Br-].C1(=CC=CC=C1)P(C1=CC=CC=C1)CC1=C(C=CC=C1)C1=C(C=CC=C1)CP(C1=CC=CC=C1)C1=CC=CC=C1.C1(=CC=CC=C1)P(C1=CC=CC=C1)CC1=C(C=CC=C1)C1=C(C=CC=C1)CP(C1=CC=CC=C1)C1=CC=CC=C1.[Rh+3].[Br-].[Br-]